N-(L-alanyl)-N-methyl-L-leucine trifluoroacetic acid salt FC(C(=O)O)(F)F.N[C@@H](C)C(=O)N([C@@H](CC(C)C)C(=O)O)C